methyl 6-[3-[(8-chlorochroman-4-yl)carbamoylamino]pyrazol-1-yl]pyridine-3-carboxylate ClC=1C=CC=C2C(CCOC12)NC(=O)NC1=NN(C=C1)C1=CC=C(C=N1)C(=O)OC